C(C1=CC=CC=C1)OC=1C=C(C=CC1)C(C(=O)NNC)(CCCC(CS(=O)(=O)CCO)(C)C)C 2-(3-(benzyloxy)phenyl)-7-((2-hydroxyethyl)sulfonyl)-N',2,6,6-tetramethyl-heptanehydrazide